C(#N)C=1C=NC(=NC1)N1CCN(CC1)C(CONC[C@H](C)NC(OC(C)(C)C)=O)=O tert-butyl (S)-(1-((2-(4-(5-cyanopyrimidin-2-yl)piperazin-1-yl)-2-oxoethoxy) amino)propan-2-yl)carbamate